COC1=CC=C(C=C1)COCC[C@H](CO)O (2R)-4-[(4-methoxyphenyl)methoxy]butane-1,2-diol